COC=1C(=CC=2C(=C3C(=NC2C1)CCC3)NCC3(CN(C3)C3=C(C=NC=C3)F)O)OC 3-[({6,7-dimethoxy-1H,2H,3H-cyclopenta[b]quinolin-9-yl}amino)methyl]-1-(3-fluoropyridin-4-yl)azetidin-3-ol